2-fluoro-2'-methyl-[1,1'-biphenyl] FC1=C(C=CC=C1)C1=C(C=CC=C1)C